11-[3-(5-methylpyridine-3-carbonyl)-3,8-diazabicyclo[3.2.1]octan-8-yl]-5,11-dihydrobenzo[c][1]benzazepin-6-one CC=1C=C(C=NC1)C(=O)N1CC2CCC(C1)N2C2C1=C(C(NC3=C2C=CC=C3)=O)C=CC=C1